3-(5-((4-(4-methylthiophen-3-yl)piperazin-1-yl)methyl)-1-oxoisoindolin-2-yl)piperidine-2,6-dione CC=1C(=CSC1)N1CCN(CC1)CC=1C=C2CN(C(C2=CC1)=O)C1C(NC(CC1)=O)=O